C(C)OC1=C(C=C(C(=O)NC(C)C)C=C1)C(=O)NCC1=CC(=CC=C1)C=1SC=CN1 4-ethoxy-N1-isopropyl-N3-(3-(thiazol-2-yl)benzyl)isophthalamide